FC(C1=CC(=C(C(=C1)C)CC(=O)O)F)F 4-(difluoromethyl)-2-fluoro-6-methyl-phenylacetic acid